C(C)(=O)O[C@H]([C@H](C=O)OC)[C@@H](OC)[C@H](O)COC 3-O-acetyl-2,4,6-tri-O-methyl-D-galactose